3-(2-(4-amino-8-methyl-6-(trifluoromethyl)-9H-pyrimido[4,5-b]indol-9-yl)acetyl)-N-(6-bromopyridin-2-yl)thiazolidine-2-carboxamide NC1=NC=NC=2N(C3=C(C=C(C=C3C21)C(F)(F)F)C)CC(=O)N2C(SCC2)C(=O)NC2=NC(=CC=C2)Br